6,7,12,13-tetrahydro-5H-indolo[2,3-a]pyrrolo[3,4-c]carbazol C1=CC=CC2=C1NC1=C2C2=C(C=3C4=CC=CC=C4NC13)CNC2